N-(6-chloro-1-(3-(2-hydroxyquinolin-6-yl)prop-2-yn-1-yl)-3-methyl-2,4-dioxo-1,2,3,4-tetrahydropyrimidin-5-yl)-3-(p-tolyl)propanamide ClC1=C(C(N(C(N1CC#CC=1C=C2C=CC(=NC2=CC1)O)=O)C)=O)NC(CCC1=CC=C(C=C1)C)=O